tert-butyl 4-[3-[3-[(4-methoxyphenyl)methyl]-2,4-dioxo-hexahydropyrimidin-1-yl] imidazo[1,2-a]pyridin-7-yl]piperazine-1-carboxylate COC1=CC=C(C=C1)CN1C(N(CCC1=O)C1=CN=C2N1C=CC(=C2)N2CCN(CC2)C(=O)OC(C)(C)C)=O